C(C)N(S(=O)(=O)C=1C=CC=2N(C1)C=CN2)[C@@H](C(F)(F)F)C2=CC=C(C=C2)F (R)-N-ethyl-N-(2,2,2-trifluoro-1-(4-fluorophenyl)ethyl)imidazo[1,2-a]pyridine-6-sulfonamide